15-octadecatrien-1-ol CC/C=C/CCCCCCCC/C=C/C=C/CCO